NCC=1C=NC(=NC1)C1=C(C=C(C#N)C=C1)CN1C(=NC(=C1)C1CCOCC1)C 4-[5-(aminomethyl)pyrimidin-2-yl]-3-[[2-methyl-4-(oxan-4-yl)imidazol-1-yl]methyl]benzonitrile